(S)-2-(3,4-dichlorophenyl)-N,N-dimethyl-2-(4-(4-(trifluoromethoxy)phenyl)-1H-imidazol-1-yl)ethan-1-amine ClC=1C=C(C=CC1Cl)[C@@H](CN(C)C)N1C=NC(=C1)C1=CC=C(C=C1)OC(F)(F)F